ClC=1C=C(C=CC1)C1=NC(=CC(=C1)CC1=CC=C(C=C1)CC(=O)O)C(F)(F)F (4-[[2-(3-Chlorophenyl)-6-(trifluoromethyl)pyridin-4-yl]methyl]phenyl)acetic acid